ethyl-N-methyl-1,3-thiazole-5-carboxamide C(C)C=1SC(=CN1)C(=O)NC